C(C)(C)(C)OC(NCC1=C2C(N(C(C2=CC=C1)=O)C1C(NC(CC1)=O)=O)=O)=O (2-(2,6-dioxopiperidin-3-yl)-1,3-dioxo-2,3-dihydro-1H-isoindol-4-ylmethyl)-carbamic acid tert-butyl ester